N[C@H]1C(N(C2=C(C=CC=C2)C2(CC2)C1)C)=O (3R)-3-amino-1-methyl-1,2,3,4-tetrahydrospiro[1-benzazepine-5,1-cyclopropane]-2-one